(R)-methyl 2,2-dimethyl-1,3-dioxolane-4-carboxylate CC1(OC[C@@H](O1)C(=O)OC)C